2-oxabicyclo[2.2.2]octane-3-imine C12OC(C(CC1)CC2)=N